6-(6-bromo-2-oxo-2,3-dihydro-1H-benzo[d]imidazol-1-yl)-3-methylbenzo[d]oxazol-2(3H)-one BrC=1C=CC2=C(N(C(N2)=O)C2=CC3=C(N(C(O3)=O)C)C=C2)C1